C(CCC)N1CCC(CC1)C(=O)NC1=NN(C2=CC=C(C=C12)C1=C(C=CC=C1Cl)Cl)C(C1=CC=CC=C1)(C1=CC=CC=C1)C1=CC=CC=C1 1-butyl-N-[5-(2,6-dichlorophenyl)-1-trityl-1H-indazol-3-yl]piperidine-4-carboxamide